Triisopropylphosphonium C(C)(C)[PH+](C(C)C)C(C)C